N-((5-(5-bromopyrimidin-2-yl)-1,3,4-oxadiazol-2-yl)methyl)-4-fluoroaniline BrC=1C=NC(=NC1)C1=NN=C(O1)CNC1=CC=C(C=C1)F